(R)-(4-(amino(4,5-dichloro-2-hydroxyphenyl)methyl)piperidin-1-yl)(1H-1,2,4-triazol-3-yl)methanone N[C@H](C1CCN(CC1)C(=O)C1=NNC=N1)C1=C(C=C(C(=C1)Cl)Cl)O